ClC1C=2C(=NC(=NC2CC2(C1)CCC1=CC=CC=C12)SC)Cl dichloro-2'-(methylsulfanyl)-2,3,5',8'-tetrahydro-6'H-spiro[indene-1,7'-quinazoline]